butyl (3-(2-((2-chloro-1H-imidazol-1-yl)methyl)pyrimidin-5-yl)-5-isobutylthiophen-2-yl)sulfonylcarbamate ClC=1N(C=CN1)CC1=NC=C(C=N1)C1=C(SC(=C1)CC(C)C)S(=O)(=O)NC(OCCCC)=O